6-fluoro-3-{(1S)-1-[5-(1H-pyrazol-1-yl)-1H-pyrazolo[3,4-b]pyridin-6-yl]ethoxy}quinolin-2-amine FC=1C=C2C=C(C(=NC2=CC1)N)O[C@@H](C)C1=C(C=C2C(=N1)NN=C2)N2N=CC=C2